1-carboxymethyl-3-vinyl-imidazole chloride salt [Cl-].C(=O)(O)CN1CN(C=C1)C=C